N[C@@H](CCC(=O)O)C(=O)[O-].[Na+] Mononatrium glutamat